NC1=C(C2=C(S1)CSC21CN(C1)C1=NC(=NC(=N1)N1[C@H](CNCC1)C(F)F)OCC1(CC1)CN1CCOCC1)C#N (R)-2'-amino-1-(4-(2-(difluoromethyl)piperazin-1-yl)-6-((1-(morpholinomethyl)cyclopropyl)methoxy)-1,3,5-triazin-2-yl)-6'H-spiro[azetidine-3,4'-thieno[3,4-b]thiophene]-3'-carbonitrile